((3R,4R)-4-((4-(cyclopropyl((5-(trifluoromethyl)pyridin-2-yl)methyl)amino)-5-fluoro-7H-pyrrolo[2,3-d]pyrimidin-7-yl)methyl)-3-hydroxypiperidin-1-yl)acetamide C1(CC1)N(C=1C2=C(N=CN1)N(C=C2F)C[C@@H]2[C@H](CN(CC2)CC(=O)N)O)CC2=NC=C(C=C2)C(F)(F)F